(4R)-4-(hydroxymethyl)-1-[6-[2-hydroxy-6-methyl-4-(trifluoromethyl)phenyl]pyridazin-3-yl]piperidin-2-one OC[C@H]1CC(N(CC1)C=1N=NC(=CC1)C1=C(C=C(C=C1C)C(F)(F)F)O)=O